NC1=CC(=C(C(=O)NC=2C=NC=C(C2)C)C=C1)OC 4-amino-2-methoxy-N-(5-methylpyridin-3-yl)benzamide